N-(6-Bromo-2-ethyl-8-methyl-imidazo[1,2-a]pyridin-3-yl)-formamide BrC=1C=C(C=2N(C1)C(=C(N2)CC)NC=O)C